chloro-5'-methoxy-6-(methoxymethyl)-(4,4'-bipyridine)-3-carboxylic acid ClC1=NC(=CC(=C1C(=O)O)C1=CC=NC=C1OC)COC